2-(1-(5-Nitropyridin-2-yl)piperidin-4-yl)acetaldehyde [N+](=O)([O-])C=1C=CC(=NC1)N1CCC(CC1)CC=O